CC(CNC(=S)S)NC(=S)S The molecule is a member of the class or dithiocarbamic acids resulting from the formal addition of a molecule of carbon disulfide to each of the nitrogens of propylenediamine. It derives from a propylenediamine. It is a conjugate acid of a propylene 1,2-bis(dithiocarbamate).